COCOC1=C(C=CC(=C1)C=1N(C=C(N1)C(F)(F)F)C)CN (2-(methoxymethoxy)-4-(1-methyl-4-(trifluoromethyl)-1H-imidazol-2-yl)phenyl)methanamine